N1N=C(C2=CC=CC=C12)C#N 1H-indazole-3-carbonitrile